2-((13-(dimethyl(3,3,3-trifluoropropyl)silyl)tridecyl)oxy)ethyl hydrogen ((((R)-1-(6-amino-9H-purin-9-yl)propan-2-yl)oxy)methyl)phosphonate NC1=C2N=CN(C2=NC=N1)C[C@@H](C)OCP(OCCOCCCCCCCCCCCCC[Si](CCC(F)(F)F)(C)C)(O)=O